4-(2-(5-(hydroxymethyl)furan-2-yl)imidazo[4,5-d]Pyrrolo[2,3-b]Pyridin-1(6H)-yl)benzonitrile OCC1=CC=C(O1)C1=NC=2C(=C3C(=NC2)NC=C3)N1C1=CC=C(C#N)C=C1